N[C@]1(CN(CC1)C1=C(C(=C(C=C1)Cl)SCC)CN1C2=NC=NC(=C2N=C1)N)C(=O)NC1CC1 (R)-3-Amino-1-(2-((6-Amino-9H-purin-9-yl)methyl)-4-chloro-3-(ethylthio)phenyl)-N-cyclopropylpyrrolidin-3-carboxamide